C(C)(C)(C)OC(=O)N(C=1SC=C(N1)C(=O)OC)CCC(COC)O[Si](C)(C)C(C)(C)C methyl 2-[tert-butoxycarbonyl-[3-[tert-butyl(dimethyl)silyl]oxy-4-methoxy-butyl]amino]thiazole-4-carboxylate